tert-butyl ((5-cyano-1-((2-(trimethylsilyl)ethoxy)methyl)-1H-pyrrolo[3,2-b]pyridin-2-yl)methyl)(methyl)carbamate C(#N)C1=CC=C2C(=N1)C=C(N2COCC[Si](C)(C)C)CN(C(OC(C)(C)C)=O)C